BrC1=CC=C(C=C1)CN1C(=NC=C1)C(C)(C)C 1-[(4-bromophenyl)methyl]-2-tert-butyl-imidazole